(S)-N-((R)-1-(6,7-difluoro-2-methyl-1-oxo-1,2-dihydroisoquinolin-4-yl)ethyl)-N-methylindoline-2-carboxamide FC=1C=C2C(=CN(C(C2=CC1F)=O)C)[C@@H](C)N(C(=O)[C@H]1NC2=CC=CC=C2C1)C